sodium sulfopropyl alcohol S(=O)(=O)(O)CCCO.[Na]